((4as,7ar)-octahydro-4aH-cyclopenta[b]pyridin-4a-yl)methanol N1[C@H]2[C@@](CCC1)(CCC2)CO